tert-butyl (2-(6-amino-3-(2-(methylamino)-2-oxoethoxy)-2-oxoquinolin-1(2H)-yl)ethyl)carbamate NC=1C=C2C=C(C(N(C2=CC1)CCNC(OC(C)(C)C)=O)=O)OCC(=O)NC